(2S,4R)-1-((S)-2-(2-bromoacetamido)-3,3-dimethylbutanoyl)-N-(4-ethynylbenzyl)-4-hydroxypyrrolidine-2-carboxamide BrCC(=O)N[C@H](C(=O)N1[C@@H](C[C@H](C1)O)C(=O)NCC1=CC=C(C=C1)C#C)C(C)(C)C